4-Amino-1-[4-[4-[4-chloro-6-[difluoro(phenyl)methyl]pyrimidin-2-yl]piperazin-1-yl]sulfonylphenyl]pyrrolidin-2-one NC1CC(N(C1)C1=CC=C(C=C1)S(=O)(=O)N1CCN(CC1)C1=NC(=CC(=N1)Cl)C(C1=CC=CC=C1)(F)F)=O